OCCC1=CC2=C(N=C(S2)CNC(OC(C)(C)C)=O)C=C1 tert-butyl ((6-(2-hydroxyethyl)benzo[d]thiazol-2-yl)methyl)carbamate